(R)-6-chloro-3-((1-(3,6-dimethyl-2-(2-(1-methyl-1H-pyrazol-5-yl)-2,6-dihydropyrrolo[3,4-c]pyrazol-5(4H)-yl)-4-oxo-3,4-dihydroquinazolin-8-yl)ethyl)amino)-N-(methylsulfonyl)picolinamide ClC1=CC=C(C(=N1)C(=O)NS(=O)(=O)C)N[C@H](C)C=1C=C(C=C2C(N(C(=NC12)N1CC2=NN(C=C2C1)C1=CC=NN1C)C)=O)C